C(C1=CC=CC=C1)(=O)OCCCCCC(C(C1=CC=CC=C1)=O)(O)NCC ethylaminohydroxybenzoylhexyl benzoate